[C@H]12COC[C@@H]2C1NC(=O)C=1C=C(C2=C([C@@](CO2)(C2=CC=CC=C2)CO)C1)C(=O)NC |o1:14| (S*)-N5-((1R,5S,6r)-3-oxabicyclo[3.1.0]hexan-6-yl)-3-(hydroxymethyl)-N7-methyl-3-phenyl-2,3-dihydrobenzofuran-5,7-dicarboxamide